(E)-(2-phenylprop-2-yl)nitrogen C1(=CC=CC=C1)C(C)(C)[N]